N-[6-[7,7-difluoro-2-[(2S,3R)-3-hydroxy-2-methyl-azetidin-1-yl]-5,6-dihydrocyclopenta[d]pyrimidin-4-yl]-1,1-dioxo-2,3-dihydrobenzothiophen-3-yl]methanesulfonamide FC1(CCC2=C1N=C(N=C2C2=CC1=C(C(CS1(=O)=O)NS(=O)(=O)C)C=C2)N2[C@H]([C@@H](C2)O)C)F